OCCN1CC2=C(CC1)N=C(S2)C=2C(=C(C=CC2)C2=C(C(=CC=C2)OCCCN2CCC(CC2)O)C)C 1-(3-((3'-(5-(2-hydroxyethyl)-4,5,6,7-tetrahydrothiazolo[5,4-c]pyridin-2-yl)-2,2'-dimethyl-[1,1'-biphenyl]-3-yl)oxy)propyl)piperidin-4-ol